N-[(1S)-1-[[1-[1-(3-cyclobutyltriazol-4-yl)ethyl]pyrazol-4-yl]carbamoyl]-2,2-dicyclopropyl-ethyl]-2-isopropyl-pyrazole-3-carboxamide C1(CCC1)N1N=NC=C1C(C)N1N=CC(=C1)NC(=O)[C@H](C(C1CC1)C1CC1)NC(=O)C=1N(N=CC1)C(C)C